9H-carbazole-1,2,3,4,5,6,7,8-d C1(=C(C(=C(C=2C3=C(C(=C(C(=C3NC12)[2H])[2H])[2H])[2H])[2H])[2H])[2H])[2H]